FC(CCCN)F 4,4-difluorobutan-1-amine